BrC=1C=C(C=CC1OC[C@H](CCl)O)C(C)(C)C1=CC=C(OC[C@H](CN2N=NC(=C2CO)I)O)C=C1 (S)-1-(4-(2-(3-bromo-4-((R)-3-chloro-2-hydroxypropoxy)phenyl)propan-2-yl)phenoxy)-3-(5-(hydroxymethyl)-4-iodo-1H-1,2,3-triazol-1-yl)propan-2-ol